N-[(1s,4s)-4-{[6-chloro-2-(trifluoromethyl)quinolin-4-yl]amino}cyclohexyl]furan-3-carboxamide ClC=1C=C2C(=CC(=NC2=CC1)C(F)(F)F)NC1CCC(CC1)NC(=O)C1=COC=C1